C=C(C(C1=C(C(=C(C(=C1C)C)C)C)O)(C1=CC=CC=2NN=NC21)C2=CC=CC=1NN=NC12)CC methylenebisbenzotriazolyltetramethylbutylphenol